FC(OC1=C(C=C(C=C1)SC)C1=NN(C=C1NC(=O)C=1C=NN2C1N=CC=C2)CC2=NN=NN2CCN(C)C)F N-[3-[2-(difluoromethoxy)-5-methylsulfanyl-phenyl]-1-[[1-[2-(dimethylamino)ethyl]tetrazol-5-yl]methyl]pyrazol-4-yl]pyrazolo[1,5-a]pyrimidine-3-carboxamide